2-Chloro-4-((4-(1-isopropyl-4-(trifluoromethyl)-1H-imidazol-2-yl)benzyl)oxy)furo[3,2-d]pyrimidine ClC=1N=C(C2=C(N1)C=CO2)OCC2=CC=C(C=C2)C=2N(C=C(N2)C(F)(F)F)C(C)C